CN(CCOCCN(CCO)C)C 2-((2-dimethylaminoethoxy)ethylmethylamino)ethanol